[U].C(C)O ethanol uranium